C(#N)C=1C=C(OC=2C=CC(=C3[C@@H](C([C@@H](C23)F)(F)F)O)S(=O)(C)=NC#N)C=C(C1)F [[(1R,3S)-7-(3-cyano-5-fluoro-phenoxy)-1,2,2-trifluoro-3-hydroxy-indan-4-yl]-methyl-oxo-λ6-sulfanylidene]cyanamide